6-(1-ethoxyvinyl)-N,N-dimethylnicotinamide C(C)OC(=C)C1=NC=C(C(=O)N(C)C)C=C1